C(#N)C1CC2(C1)C[C@H](N(CC2)CC2=C1C=CNC1=C(C=C2OC)C)C2=CC=C(C(=O)NC1(CC1)C(=O)O)C=C2 (4-((2S,4r,6S)-2-cyano-7-((5-methoxy-7-methyl-1H-indol-4-yl)methyl)-7-azaspiro[3.5]nonan-6-yl)benzamido)cyclopropane-1-carboxylic acid